2-ethyl-4-iodoisoquinolin-1(2H)-one C(C)N1C(C2=CC=CC=C2C(=C1)I)=O